C(CO)(=O)OCCC n-propyl glycolate